COC1=NC=CN=C1OC 2,3-dimethoxypyrazine